trans-3-((5-(1-(2,2-Difluoroethyl)-2-methyl-1H-benzo[d]imidazol-6-yl)-4-methoxypyrrolo[2,1-f][1,2,4]triazin-2-yl)amino)-N,N,1-trimethylcyclobutane-1-carboxamide FC(CN1C(=NC2=C1C=C(C=C2)C=2C=CN1N=C(N=C(C12)OC)NC1CC(C1)(C(=O)N(C)C)C)C)F